7-(4-Hydroxyphenyl)-8-(4-(4-isopropylpiperazin-1-yl)phenyl)-5,6-dihydronaphthalen-2-ol OC1=CC=C(C=C1)C=1CCC=2C=CC(=CC2C1C1=CC=C(C=C1)N1CCN(CC1)C(C)C)O